NC1=CC=C(C=C1)C1=C(C(=C(C(=C1C(=O)N)C)C1=CC=C(C=C1)N)C(=O)N)C bis(4-aminophenyl)-2,5-dimethylterephthalamide